COC1=C2C(=NC(=C1)C1=CN(C3=CN=C(C=C31)NC(C)=O)C)C3(CCOCC3)OC2 N-(3-(4-methoxy-2',3',5',6'-tetrahydro-5H-spiro[furo[3,4-b]pyridin-7,4'-pyran]-2-yl)-1-methyl-1H-pyrrolo[2,3-c]pyridin-5-yl)acetamide